1-(4-methylthiophene-2-yl)cyclopropane-1-carbonitrile CC=1C=C(SC1)C1(CC1)C#N